5-cyclopentylpyrrolidine-2,4-dione C1(CCCC1)C1C(CC(N1)=O)=O